C(C)O[Si](CCCCCCCC[Si](C1=CC=CC=C1)(N(CC)CC)N(CC)CC)(OCC)OCC 1-triethoxysilyl-8-bis(diethylamino)phenylsilyloctane